C(C)N1C(NC2=C(C1=O)N=CC(=C2)CN2CCN(CC2)C=2C=CC(=NC2OC)C(=O)NC)=O 5-(4-((3-ethyl-2,4-dioxo-1,2,3,4-tetrahydropyrido[3,2-d]pyrimidin-7-yl)methyl)piperazin-1-yl)-6-methoxy-N-methylpicolinamide